C(C)(C)(C)OC(=O)N1CC(C1)(CC1=C(C=CC=C1)I)C#N 3-cyano-3-(2-iodobenzyl)azetidine-1-carboxylic acid tert-butyl ester